5-bromo-2-cyano-N-((1S,2R)-2-(6-fluoro-2,3-dimethylphenyl)-1-(5-oxo-4,5-dihydro-1,3,4-oxadiazol-2-yl)propyl)benzenesulfonamide BrC=1C=CC(=C(C1)S(=O)(=O)N[C@@H]([C@H](C)C1=C(C(=CC=C1F)C)C)C=1OC(NN1)=O)C#N